CN1C(N(CC=2C1=NC(=NC2)S(=O)(=O)C)C21CCN(CC1C2)C(=O)OC(C)(C)C)=O tert-butyl 6-(1-methyl-7-methylsulfonyl-2-oxo-4H-pyrimido[4,5-d]pyrimidin-3-yl)-3-azabicyclo[4.1.0]heptane-3-carboxylate